BrC1=CC(=C2N=CC=NC2=C1)OC 7-bromo-5-methoxyquinoxaline